O[C@@H]1C([C@@H]2CC[C@]3([C@@]4(CC[C@@]5([C@@H]([C@H]4CC[C@@H]3[C@]2(CC1)C)[C@@H](CC5)C(=C)C)NC(OC(C)(C)C)=O)C)C)(C)C tert-butyl ((1R,3aS,5aR,5bR,7aR,9S,11aR,11bR-13aR,13bR)-9-hydroxy-5a,5b,8,8,11a-pentamethyl-1-(prop-1-en-2-yl)icosahydro-3aH-cyclopenta[a]chrysen-3a-yl)carbamate